[Sr+2].[N+](=O)([O-])[O-].[K+].[N+](=O)([O-])[O-].[N+](=O)([O-])[O-] potassium nitrate, strontium salt